trifluorophenylalanine C1=CC=C(C=C1)C([C@@](C(=O)O)(N)F)(F)F